6-Chloro-4-(4-(3-fluoro-4-(trifluoromethoxy)phenoxy)piperidin-1-yl)-1-methyl-2-oxo-1,2-dihydro-1,5-naphthyridin-3-carbonitril ClC=1N=C2C(=C(C(N(C2=CC1)C)=O)C#N)N1CCC(CC1)OC1=CC(=C(C=C1)OC(F)(F)F)F